[Cl-].C(C)(C)(C)OC(=O)N1C[C@H](C[C@@H]1C(=O)O)[N+](C)(C)C (3S,5R)-1-(tert-butoxycarbonyl)-5-carboxy-N,N,N-trimethylpyrrolidin-3-aminium chloride